C(C)N([C@H]1[C@@H](COC1)OC=1C=C2CN(C(C2=CC1)=O)C1C(NC(CC1)=O)=O)CC 3-(5-(((3S,4R)-4-(diethylamino)tetrahydrofuran-3-yl)oxy)-1-oxoisoindolin-2-yl)piperidine-2,6-dione